Cyanomethyl 4-(4-Cyanophenyl)-2-(pent-4-enamidomethyl)thiazole-5-carboxylate C(#N)C1=CC=C(C=C1)C=1N=C(SC1C(=O)OCC#N)CNC(CCC=C)=O